4-(4-((2-((3s,4s)-4-amino-3-methyl-2-oxa-8-azaspiro[4.5]decan-8-yl)pyrido[2,3-b]pyrazin-6-yl)thio)-3-chloropyridin-2-yl)thiomorpholine 1,1-dioxide N[C@@H]1[C@@H](OCC12CCN(CC2)C=2N=C1C(=NC2)N=C(C=C1)SC1=C(C(=NC=C1)N1CCS(CC1)(=O)=O)Cl)C